CC1(NCCC1)C(=O)[O-] 2-methylpyrrolidine-2-carboxylate